FC1=CC=C(C=C1)C1=CC(=C(C=C1)CNC(C=C)=O)N1N=C(C=C1)C N-((4'-fluoro-3-(3-methyl-1H-pyrazol-1-yl)-[1,1'-biphenyl]-4-yl)methyl)acrylamide